C(C1=CC=CC=C1)OC[C@H](C)OC1=C(C=C(OC1=O)C(=O)OC)Br methyl 5-{[(2S)-1-(benzyloxy)propan-2-yl]oxy}-4-bromo-6-oxopyran-2-carboxylate